FC(C(=O)OCCCCCCCCCCCS)(F)F 11-mercapto-undecyl trifluoroacetate